di[(Z)-3-hexen-1-yl] oxalate C(C(=O)OCC\C=C/CC)(=O)OCC\C=C/CC